(3S)-3-(5-{[(3S,4S)-4-(methoxymethyl)-1-({2-[4-(oxetan-3-yl)piperazin-1-yl]quinolin-6-yl}methyl)pyrrolidin-3-yl]oxy}-1-oxo-2,3-dihydro-1H-isoindol-2-yl)piperidine-2,6-dione COC[C@H]1[C@@H](CN(C1)CC=1C=C2C=CC(=NC2=CC1)N1CCN(CC1)C1COC1)OC=1C=C2CN(C(C2=CC1)=O)[C@@H]1C(NC(CC1)=O)=O